N-{(1S)-1-(4-Methylcyclohexyl)-2-oxo-2-[(2-oxospiro-[1H-pyrrolo[3,2-c]pyridine-3,4'-oxane]-6-yl)amino]ethyl}-2,3-dihydroindole-1-carboxamide CC1CCC(CC1)[C@@H](C(NC1=CC2=C(C=N1)C1(CCOCC1)C(N2)=O)=O)NC(=O)N2CCC1=CC=CC=C21